C1(CCC(=O)OOOO1)=O monoperoxy succinate